[2-(2-aminophenyl)phenyl]methylsulfonyloxypalladium NC1=C(C=CC=C1)C1=C(C=CC=C1)CS(=O)(=O)O[Pd]